The molecule is an organoammonium phosphate resulting from the formal reaction of equimolar amounts of (R)-benproperine and phosphoric acid. It contains a (R)-benproperine(1+). It is an enantiomer of a (S)-benproperine trihydrogen phosphate. C[C@H](COC1=CC=CC=C1CC2=CC=CC=C2)N3CCCCC3.OP(=O)(O)O